C[C@@H]1CNCC[C@@H]1C1=CC=C(C=C1)C(C)(C)C |r| Racemic-cis-3-methyl-4-(4-(tert-butyl)phenyl)piperidine